OC(C(=O)O)(CCCC)C hydroxy-2-methylcaproic acid